[6-(4-cyclopropylimidazol-1-yl)-2-azaspiro[3.3]heptan-2-yl]-[3-[2-[2-(difluoromethyl)phenyl]ethynyl]azetidin-1-yl]methanone C1(CC1)C=1N=CN(C1)C1CC2(CN(C2)C(=O)N2CC(C2)C#CC2=C(C=CC=C2)C(F)F)C1